sodium isothiourea propanesulfonate C(CC)S(=O)(=O)[O-].NC(S)=N.[Na+]